BrCC1CCC(CC1)OC(NC)=O.N=1C=NN2C1C=C(C=C2)CC2CC1(CN(C1)C(=O)N1C[C@H](CC1)C1=NC=NN1)C2 [6-([1,2,4]triazolo[1,5-a]pyridin-7-ylmethyl)-2-azaspiro[3.3]heptan-2-yl]-[(3S)-3-(1H-1,2,4-triazol-5-yl)pyrrolidin-1-yl]methanone [4-(bromomethyl)cyclohexyl]-N-methyl-carbamate